C(C)OC(C)=O EthylAcetate